1-fluoro-6-azaspiro[2.5]octan FC1CC12CCNCC2